C1(CC1)C1=CN=CC=2N=C(N=C(C21)N)C2=CC=NC=C2 cyclopropyl-2-(pyridin-4-yl)pyrido[3,4-d]pyrimidin-4-amine